NCCN1CC2=CC=C(C=C2CC1)NC1=NC=C(C(=N1)NC1=C(C(=O)NC)C=CC=C1)Br 2-{2-[2-(2-Amino-ethyl)-1,2,3,4-tetrahydro-isoquinolin-6-ylamino]-5-bromo-pyrimidin-4-ylamino}-N-methyl-benzamide